C(C)[C@H]1[C@H](NC(C1)=O)COC=1C=CC=C2C=C(C=3N(C12)C=NN3)C(=O)N 9-(((2S,3R)-3-ethyl-5-oxopyrrolidin-2-yl)methoxy)-[1,2,4]triazolo[4,3-a]quinoline-4-carboxamide